C(C)(=O)[O-].[Ag+].COC1=CC=C(C=C1)NC(CC(C)(C)C)=O N-(4-methoxyphenyl)-3,3-dimethylbutyramide silver acetate